[6-(3-cyclopropyl-1H-1,2,4-triazol-5-yl)-2-azaspiro[3.3]heptan-2-yl]-[6-[[1-methyl-3-(trifluoromethyl)pyrazol-4-yl]methyl]-2-azaspiro[3.3]heptan-2-yl]methanone C1(CC1)C1=NNC(=N1)C1CC2(CN(C2)C(=O)N2CC3(C2)CC(C3)CC=3C(=NN(C3)C)C(F)(F)F)C1